ClC1=CC=C(C=C1)C1=CC=2C(=NC=C3C=C\C(\N(C23)C2=CC=C(C(=O)NC3CC3)C=C2)=N/C)C=C1 (E)-4-(9-(4-chlorophenyl)-2-(methylimino)benzo[H][1,6]naphthyridin-1(2H)-yl)-N-cyclopropylbenzamide